methylphenyl-α-naphthylamine CN(C1=CC=CC2=CC=CC=C12)C1=CC=CC=C1